2-(4-((1-(2-(2,6-dioxopiperidin-3-yl)-1,3-dioxoisoindolin-5-yl)azetidin-3-yl)ethynyl)-1H-pyrazol-1-yl)-2-methyl-N-(4-(trifluoromethyl)phenyl)propanamide O=C1NC(CCC1N1C(C2=CC=C(C=C2C1=O)N1CC(C1)C#CC=1C=NN(C1)C(C(=O)NC1=CC=C(C=C1)C(F)(F)F)(C)C)=O)=O